2-Chloro-N-{2-[4-(difluoromethyl)-1,3-thiazol-5-yl]-2-(4-{[(6-fluoropyridazin-3-yl)oxy]methyl}piperidin-1-yl)ethyl}-6-fluorobenzamide ClC1=C(C(=O)NCC(N2CCC(CC2)COC=2N=NC(=CC2)F)C2=C(N=CS2)C(F)F)C(=CC=C1)F